N-(6-amino-5-ethylpyridin-3-yl)-2-((2R,5S)-2-(2-(3-methoxy-1-methylpiperidin-4-yl)benzo[d]thiazol-5-yl)-5-methylpiperidin-1-yl)-2-oxoacetamide NC1=C(C=C(C=N1)NC(C(=O)N1[C@H](CC[C@@H](C1)C)C=1C=CC2=C(N=C(S2)C2C(CN(CC2)C)OC)C1)=O)CC